C(C)N(C1=CC=C(C=C1)C1(OC(=O)C2=CC=CN=C12)C1=C(N(C2=CC=CC=C12)CC)C)CC 3-(4-diethylaminophenyl)-3-(1-ethyl-2-methylindol-3-yl)-4-azaphthalide